4-amino-1-[2-(1,2-dipalmitoyl-sn-glycero-3-phospho)ethyl]-2-butyl-1H-imidazo[4,5-c]quinoline NC1=NC=2C=CC=CC2C2=C1N=C(N2CCP(OC[C@@H](COC(CCCCCCCCCCCCCCC)=O)OC(CCCCCCCCCCCCCCC)=O)(=O)O)CCCC